monoammonium malonate C(CC(=O)O)(=O)[O-].[NH4+]